C1(=CC=CC=C1)C1=C(C2=C([Se]C3=C2C=CC=C3)C=C1)C1=C(C(=C(C=C1)C1=CC=CC=C1)C1=C(C(=CC=3C2=CC=CC=C2CC13)C)C)C1=NN=NC=C1 (phenyl)[(phenyl)(dimethylfluorenyl)triazinylphenyl]dibenzoselenophene